triacryloylhexahydro-s-triazine C=CC(=O)N1CN(CN(C1)C(=O)C=C)C(=O)C=C